BrC=1C(=NC(=C(C1)N1CCOCC1)C)NC1=C(C(=CC=C1C)OC)C 3-Bromo-N-(3-methoxy-2,6-dimethylphenyl)-6-methyl-5-(morpholin-4-yl)pyridin-2-amine